((1s,3s)-3-Hydroxy-3-methylcyclobutyl)(7-(3-methoxy-2-methylphenoxy)-2-azaspiro[3.5]nonan-2-yl)methanon OC1(CC(C1)C(=O)N1CC2(C1)CCC(CC2)OC2=C(C(=CC=C2)OC)C)C